5-methyl-2-(6-azaspiro[2.5]oct-6-yl)benzamide CC=1C=CC(=C(C(=O)N)C1)N1CCC2(CC2)CC1